5-Ethylsulfonyl-1,3-dimethyl-6-[5-(trifluoromethylsulfonyl)-1,3-benzoxazol-2-yl]benzimidazol-2-on C(C)S(=O)(=O)C1=CC2=C(N(C(N2C)=O)C)C=C1C=1OC2=C(N1)C=C(C=C2)S(=O)(=O)C(F)(F)F